CC1=NNC(=C1CCC=1N=C2N(C(C1)=O)NC(=C2C2=CC=C(C=C2)C)COC)C 5-[2-(3,5-dimethyl-1H-pyrazol-4-yl)ethyl]-2-(methoxymethyl)-3-(4-methylphenyl)-1H-pyrazolo[1,5-a]pyrimidin-7-one